tert-Butyl 4-[6-[(4-methoxyphenyl)carbamoyl]pyridazin-3-yl]piperazine-1-carboxylate COC1=CC=C(C=C1)NC(=O)C1=CC=C(N=N1)N1CCN(CC1)C(=O)OC(C)(C)C